N-((2R)-1-(4-(1H-indol-5-yl)-2-methyl-3-oxo-2,8-diazaspiro[4.5]decan-8-yl)-3-methyl-1-oxobutan-2-yl)-2-fluoro-5-(trifluoromethyl)benzamide N1C=CC2=CC(=CC=C12)C1C(N(CC12CCN(CC2)C([C@@H](C(C)C)NC(C2=C(C=CC(=C2)C(F)(F)F)F)=O)=O)C)=O